FC=1C=CC2=C(CCO2)C1CNC1=NC=C(C=2N1C=NN2)C=2C(=NC=CC2)NCCO 2-((3-(5-(((5-fluoro-2,3-dihydrobenzofuran-4-yl)methyl)amino)-[1,2,4]triazolo[4,3-c]pyrimidin-8-yl)pyridin-2-yl)amino)ethan-1-ol